N-(2-cyclopropyl-4-iodo-5-methylphenyl)-N-{6-methyl-7-oxo-5H-pyrrolo[3,4-b]pyridin-2-yl}-3-(oxan-4-yl)prop-2-ynamide C1(CC1)C1=C(C=C(C(=C1)I)C)N(C(C#CC1CCOCC1)=O)C1=CC=C2C(=N1)C(N(C2)C)=O